FS(C1=C(C#N)C=CC=C1)(F)(F)(F)F 2-(pentafluoro-lambda6-sulfanyl)benzonitrile